2-Fluoro-5-((6-fluoro-4-(3-hydroxypropyl)-1H-indol-5-yl)oxy)benzonitrile FC1=C(C#N)C=C(C=C1)OC=1C(=C2C=CNC2=CC1F)CCCO